(6-(2-((trans-4-ethoxycyclohexyl)amino)pyrrolo[2,1-f][1,2,4]triazin-5-yl)imidazo[1,2-a]pyridin-3-yl)(pyrrolidin-1-yl)methanone C(C)O[C@@H]1CC[C@H](CC1)NC1=NN2C(C=N1)=C(C=C2)C=2C=CC=1N(C2)C(=CN1)C(=O)N1CCCC1